isopropyl 2-bromo-5-(1-(4,4-difluoropiperidin-1-yl) ethyl)-6-methylindolizine-7-carboxylate BrC=1C=C2C=C(C(=C(N2C1)C(C)N1CCC(CC1)(F)F)C)C(=O)OC(C)C